6-(2-(2-chloro-4-(5-(difluoromethyl)-1,3,4-oxadiazol-2-yl)benzyl)-2H-tetrazol-5-yl)quinazolin-2-amine ClC1=C(CN2N=C(N=N2)C=2C=C3C=NC(=NC3=CC2)N)C=CC(=C1)C=1OC(=NN1)C(F)F